BrC=1C=C(C(=NC1)CN1C=CC=2C1=NC=C(C2)C(=O)NC2CC2)F 1-((5-bromo-3-fluoropyridin-2-yl)methyl)-N-cyclopropyl-1H-pyrrolo[2,3-b]pyridine-5-carboxamide